tert-butyl 1-benzyl-4-oxo-4,6,7,8-tetrahydro-[1,2,3]triazolo[4,5-c]azepine-5(1H)-carboxylate C(C1=CC=CC=C1)N1N=NC=2C(N(CCCC21)C(=O)OC(C)(C)C)=O